CC1([C@@H](CNC1)C(=O)OC)C methyl (S)-4,4-dimethylpyrrolidine-3-carboxylate